N-(3-(2,2-dimethylbut-1-yloxy)propyl)-3-morpholinopropan-1-amine CC(COCCCNCCCN1CCOCC1)(CC)C